ClC1=C2C(=NC=C1I)N(C=C2)[Si](C(C)C)(C(C)C)C(C)C 4-chloro-5-iodo-1-triisopropylsilyl-1H-pyrrolo[2,3-b]pyridine